FC1=CC=C(C=C1)C=1C(=C2C(=CC(=NC2=CC1)C)O)C 6-(4-fluorophenyl)-2,5-dimethylquinolin-4-ol